2-(1-fluorocyclopropyl)acetaldehyde FC1(CC1)CC=O